FC(C(=O)O)(F)F.FC(C(=O)O)(F)F.C1N(CC12CNC2)C2=CC=C(C=C2)C2=CC(=C1CN(C(C1=C2)=O)C(C(=O)NC2=NC=CC=C2)C2=C1N(C=N2)CCC1)F 2-[6-[4-(2,6-diazaspiro[3.3]heptan-2-yl)phenyl]-4-fluoro-1-oxo-isoindolin-2-yl]-2-(6,7-dihydro-5H-pyrrolo[1,2-c]imidazol-1-yl)-N-(2-pyridinyl)acetamide bis-trifluoroacetate